1-(6-(azetidin-1-yl)-4-methylpyridin-3-yl)-6-chloro-7-(5,7-dihydro-6H-pyrrolo[3,4-b]pyridin-6-yl)-4-oxo-1,4-dihydro-1,8-naphthyridine-3-carboxylic acid N1(CCC1)C1=CC(=C(C=N1)N1C=C(C(C2=CC(=C(N=C12)N1CC2=NC=CC=C2C1)Cl)=O)C(=O)O)C